4-[(2R)-3-(3,4-dihydro-1H-isoquinolin-2-yl)-2-hydroxy-propyl]-8-(2-morpholinoethoxy)-2,3-Dihydro-1,4-benzoxazepine-5-one C1N(CCC2=CC=CC=C12)C[C@H](CN1CCOC2=C(C1=O)C=CC(=C2)OCCN2CCOCC2)O